BrC=1C=CC(=C(N)C1)F 5-bromo-2-fluoro-aniline